C[C@H]1CNC2=CC=CC(=C12)C1CCN(CC1)CC(=O)OC(C)(C)C tert-butyl 2-[4-[(3R)-3-methylindolin-4-yl]-1-piperidyl]acetate